BrC1=CC(=NC=C1)\C(\CC)=N\S(=O)C(C)(C)C (E)-N-(1-(4-bromopyridin-2-yl)propylidene)-2-methylpropane-2-sulfinamide